C(C)(C)(C)C=1C=CC2=C(C(=CO2)CP(C2=CC=CC=C2)(C2=CC=CC=C2)=O)C1 ((5-(Tert-butyl)benzofuran-3-yl)methyl)diphenylphosphine oxide